Isopropyl ((S)-(((2R,3S,5R)-5-(6-amino-2-fluoro-9H-purin-9-yl)-2-ethynyl-3-(((heptyloxy)carbonyl)oxy)tetrahydrofuran-2-yl)methoxy)(phenoxy)phosphoryl)-L-phenylalaninate NC1=C2N=CN(C2=NC(=N1)F)[C@H]1C[C@@H]([C@@](O1)(C#C)CO[P@](=O)(OC1=CC=CC=C1)N[C@@H](CC1=CC=CC=C1)C(=O)OC(C)C)OC(=O)OCCCCCCC